COC1=CC=C(C=C1)NC(=O)[C@@H]1[C@@H](CC[C@H](C1)C)C(C)C N-4-methoxyphenyl-(1S,2S,5R)-2-isopropyl-5-methylcyclohexanecarboxamide